OCCO[C@@H]1C[C@H](N(C1)C(=O)OC(C)(C)C)C(=O)OC 1-(tert-butyl) 2-methyl (2S,4R)-4-(2-hydroxyethoxy)pyrrolidine-1,2-dicarboxylate